4-(tert-butyl)-N-(4-(6-ethoxypyridin-3-yl)-3-fluoro-5-(2-trityl-2H-tetrazol-5-yl)phenyl)piperidine-1-carboxamide C(C)(C)(C)C1CCN(CC1)C(=O)NC1=CC(=C(C(=C1)C=1N=NN(N1)C(C1=CC=CC=C1)(C1=CC=CC=C1)C1=CC=CC=C1)C=1C=NC(=CC1)OCC)F